[1-(1H-indol-2-yl)hexan-2-yl]-6-[2-(1-methylpiperidin-4-yl)-2,7-diazaspiro[3.5]nonan-7-yl]-1-benzothiophene-2-carboxamide N1C(=CC2=CC=CC=C12)CC(CCCC)C1=C(SC2=C1C=CC(=C2)N2CCC1(CN(C1)C1CCN(CC1)C)CC2)C(=O)N